Cl.FCCCN 3-Fluoro-propylamine hydrochloride salt